2,4-diethyl-benzene C(C)C1=CC=CC(=C1)CC